N-(4-fluoro-3-methylphenyl)-5-(2-(((1s,4s)-4-hydroxycyclohexyl)amino)-2-oxoacetyl)-1,4-dimethyl-2-(pyridin-4-yl)-1H-pyrrole-3-carboxamide FC1=C(C=C(C=C1)NC(=O)C1=C(N(C(=C1C)C(C(=O)NC1CCC(CC1)O)=O)C)C1=CC=NC=C1)C